COC1=C(C=CC=C1)C1CCOC=C1 4-(2-methoxyphenyl)-3,4-dihydro-1H-pyran